2-[(1-methylhexadecyl)oxy]ethanol CC(CCCCCCCCCCCCCCC)OCCO